4-(2-(4-(3-isopropyl-1,2,4-oxadiazol-5-yl)piperidin-1-yl)thiazolo[5,4-b]pyridin-5-yl)benzoic acid C(C)(C)C1=NOC(=N1)C1CCN(CC1)C=1SC2=NC(=CC=C2N1)C1=CC=C(C(=O)O)C=C1